1,3-bis(aminophenoxy)benzene NC1=C(OC2=CC(=CC=C2)OC2=C(C=CC=C2)N)C=CC=C1